tert-Butyl 6-chloro-3-[[(1R)-1-[3,6-dimethyl-4-oxo-2-(6-oxo-1H-pyridin-2-yl) chromen-8-yl]ethyl]amino]pyridine-2-carboxylate ClC1=CC=C(C(=N1)C(=O)OC(C)(C)C)N[C@H](C)C=1C=C(C=C2C(C(=C(OC12)C=1NC(C=CC1)=O)C)=O)C